[Ru](Cl)Cl.C(C1=CC=CC=C1)=C1C(CCCC1)P(C1CCCCC1)C1CCCCC1 (benzylidene)(tricyclohexylphosphine) ruthenium dichloride